NCCC(=O)NC1=C(C=C(C=C1)NC=1C=2N(C=CN1)C(=CN2)C2=C(C(=C(C=C2)OC)F)F)CC 3-amino-N-[4-[[3-(2,3-difluoro-4-methoxy-phenyl)imidazo[1,2-a]pyrazin-8-yl]amino]-2-ethyl-phenyl]propanamide